CC(C)(C)[S@@](=O)N=CC1=CC(=CC=C1)OC=1C=NC(=CC1)C (R)-2-Methyl-N-(3-((6-methylpyridin-3-yl)oxy)benzylidene)propane-2-sulfinamide